4-[3-(4-hydroxyphenyl)but-2-en-2-yl]phenolate OC1=CC=C(C=C1)C(=C(C)C1=CC=C(C=C1)[O-])C